oxalic acid americium hydrate O.[Am].C(C(=O)O)(=O)O